(S)-(2-amino-5-(3-(dimethylamino)pyrrolidin-1-yl)phenyl)carbamic acid tert-butyl ester C(C)(C)(C)OC(NC1=C(C=CC(=C1)N1C[C@H](CC1)N(C)C)N)=O